diphenyl phosphorazidite P(OC1=CC=CC=C1)(OC1=CC=CC=C1)N=[N+]=[N-]